2,4-dihydroxy-N-(4-hydroxycarbamoyl-benzyl)-N-(4-hydroxy-phenyl)-5-isopropyl-benzamide OC1=C(C(=O)N(C2=CC=C(C=C2)O)CC2=CC=C(C=C2)C(NO)=O)C=C(C(=C1)O)C(C)C